S(=O)(=O)([O-])[O-].[Na+].CC(C)CCC[C@@H](C)[C@H]1CC[C@H]2[C@@H]3CC=C4C[C@H](CC[C@]4(C)[C@H]3CC[C@]12C)O.[Na+] 5-cholesten-3β-ol sodium sulfate